C(C#C)N[C@@H](C)C(=O)O Propargylalanine